N-methyl-1-(6-(4,4,5,5-tetramethyl-1,3,2-dioxaborolan-2-yl)pyridin-3-yl)piperidin-4-amine CNC1CCN(CC1)C=1C=NC(=CC1)B1OC(C(O1)(C)C)(C)C